(3-(3-methyl-10-(naphthalen-1-yl)anthracen-9-yl)phenyl)boronic acid CC=1C=CC2=C(C3=CC=CC=C3C(=C2C1)C1=CC=CC2=CC=CC=C12)C=1C=C(C=CC1)B(O)O